9-((4-phenyl-5-((3-(trifluoromethyl)benzyl)thio)-4H-1,2,4-triazol-3-yl)methyl)-9H-carbazole C1(=CC=CC=C1)N1C(=NN=C1SCC1=CC(=CC=C1)C(F)(F)F)CN1C2=CC=CC=C2C=2C=CC=CC12